[1-(Difluoromethylsulfonyl)azetidin-3-yl]Ammonium chloride [Cl-].FC(S(=O)(=O)N1CC(C1)[NH3+])F